COCOC1=CC2=CC=C3C(=C2C(=C1)B1OC(C(O1)(C)C)(C)C)CC(C3)C(=O)OC methyl 7-(methoxymethoxy)-9-(4,4,5,5-tetramethyl-1,3,2-dioxaborolan-2-yl)-2,3-dihydro-1H-cyclopenta[a]naphthalene-2-carboxylate